BrC=1C=CC(=C(C1)O)C1OCCO1 5-bromo-2-(1,3-dioxolan-2-yl)phenol